O=C1C[C@@H](OCC1)C(=O)OCC |r| (±)-ethyl 4-oxotetrahydro-2H-pyran-2-carboxylate